2-(3,8-diazabicyclo[3.2.1]octan-3-yl)-6-fluoro-4-isobutyl-benzonitrile hydrochloride Cl.C12CN(CC(CC1)N2)C2=C(C#N)C(=CC(=C2)CC(C)C)F